1,2,3,4-tetrakis(p-methoxyphenoxy)-anthraquinone COC1=CC=C(OC2=C(C(=C(C=3C(C4=CC=CC=C4C(C23)=O)=O)OC2=CC=C(C=C2)OC)OC2=CC=C(C=C2)OC)OC2=CC=C(C=C2)OC)C=C1